3-(((2R,5S)-5-(4-chlorobenzyl)-4-(4-(1,5-dimethyl-1H-pyrazol-3-yl)cyclohexyl)morpholin-2-yl)methyl)imidazolidine-2,4-dione hydrochloride Cl.ClC1=CC=C(C[C@H]2CO[C@H](CN2C2CCC(CC2)C2=NN(C(=C2)C)C)CN2C(NCC2=O)=O)C=C1